methyl 5-fluoropyrazine-2-carboxylate FC=1N=CC(=NC1)C(=O)OC